rel-(3R)-3-cyclopropyl-1-[6-(1-methylpyrazol-4-yl)pyrrolo[1,2-b]pyridazin-4-yl]pyrrolidin-2-one C1(CC1)[C@@H]1C(N(CC1)C=1C=2N(N=CC1)C=C(C2)C=2C=NN(C2)C)=O |o1:3|